Br.Br.S=C1NC(C=2NC=NC2N1CC1=C(C=CC=C1)[C@@H]1NCC[C@H](C1)C(F)(F)F)=O |r| rac-2-thioxo-3-(2-((2R,4R)-4-(trifluoromethyl)piperidin-2-yl)benzyl)-1,2,3,7-tetrahydro-6H-purin-6-one dihydrobromide